C(C)(C)(C)OC(=O)N1C[C@@H](N(CC1)C(=O)C=1C=C(C(=C2C=CNC12)Br)F)CCOS(=O)(=O)C (S)-4-(4-bromo-5-fluoro-1H-indole-7-carbonyl)-3-(2-((methylsulfonyl)oxy)ethyl)piperazine-1-carboxylic acid tertbutyl ester